(4-amino-3-methylimidazo[1,5-a]pyrido[3,4-e]pyrazin-8-yl)((2S,6R)-10-fluoro-9-(trifluoromethyl)-3,4-dihydro-2H-2,6-methanobenzo[b][1,5]oxazocin-5(6H)-yl)methanone NC=1C=2N(C3=C(N1)C=NC(=C3)C(=O)N3[C@H]1C4=C(O[C@@H](CC3)C1)C(=C(C=C4)C(F)(F)F)F)C=NC2C